COC(=O)C=1C=CC2=C(NC=N2)C1 1H-benzo[d]imidazole-6-Carboxylic acid methyl ester